(3R)-3-({2-[4-(methylsulfonyl)phenyl][1,2,4]triazolo[1,5-c]quinazolin-5-yl}amino)azepan-2-one CS(=O)(=O)C1=CC=C(C=C1)C1=NN2C(=NC=3C=CC=CC3C2=N1)N[C@H]1C(NCCCC1)=O